ClC1=C(C=NC=C1)N 4-chloropyridin-3-amine